sodium 3-dodecyl benzenesulfonate C1(=CC=CC=C1)S(=O)(=O)OC(CC)CCCCCCCCC.[Na]